CN1CC(C1)(C)[C@@](O)(C1=CC=C(C=C1)OC(F)(F)F)C1=CC=C(C=C1)SC (R)-(1,3-Dimethyl-azetidin-3-yl)-(4-methylsulfanyl-phenyl)-(4-trifluoromethoxy-phenyl)-methanol